The molecule is a 1-({1-ethyl-4-[3-(2-methoxyethoxy)-2-methyl-4-(methylsulfonyl)benzoyl]-1H-pyrazol-5-yl}oxy)ethyl methyl carbonate that has S-configuration. It has a role as a proherbicide. It is an enantiomer of a (R)-tolpyralate. CCN1C(=C(C=N1)C(=O)C2=C(C(=C(C=C2)S(=O)(=O)C)OCCOC)C)O[C@H](C)OC(=O)OC